tert-butyl (R)-4-(4-(2,6-dioxopiperidin-3-yl)-3,5-difluorophenoxy)piperidine-1-carboxylate O=C1NC(CC[C@@H]1C1=C(C=C(OC2CCN(CC2)C(=O)OC(C)(C)C)C=C1F)F)=O